Nε-(1-Deoxy-D-fructos-1-yl)-L-lysine C(C(=O)[C@@H](O)[C@H](O)[C@H](O)CO)NCCCC[C@H](N)C(=O)O